CC1=C(C(=CC=C1)C)C1=NC(=NC(=C1)OC1=CC=C(C=C1)C1CN(C1)C)NS(=O)(=O)C=1C=NN(C1)C N-[4-(2,6-dimethylphenyl)-6-[4-(1-methylazetidin-3-yl)phenoxy]pyrimidin-2-yl]-1-methyl-pyrazole-4-sulfonamide